C(C(C)C)C1=CC=C(C=C1)OC(OC1=CC=C(C=C1)CC(C)C)=O di-(4-iso-butylphenyl)-carbonate